OC1(CCC1)C1=NOC(=N1)/C=C/C(=O)O (E)-3-[3-(1-hydroxycyclobutyl)-1,2,4-oxadiazol-5-yl]prop-2-enoic acid